3-(3,3-difluoropropyl)-5-(4-fluorophenyl)-8-methoxy-7-(trifluoromethyl)-2,3-dihydrobenzo[b][1,4]thiazepin-4(5H)-one 1,1-dioxide FC(CCC1C(N(C2=C(S(C1)(=O)=O)C=C(C(=C2)C(F)(F)F)OC)C2=CC=C(C=C2)F)=O)F